3-(4-(3-(5-bromo-6-methyl-1-oxoisoindolin-2-yl)propoxy)-1-oxoisoindolin-2-yl)piperidine-2,6-dione BrC=1C=C2CN(C(C2=CC1C)=O)CCCOC1=C2CN(C(C2=CC=C1)=O)C1C(NC(CC1)=O)=O